3-(3-methylphenyl)-1-(4-hydroxyphenyl)-2-propen-1-one CC=1C=C(C=CC1)C=CC(=O)C1=CC=C(C=C1)O